1-(3-methylphenyl)-3-phenylpropane CC=1C=C(C=CC1)CCCC1=CC=CC=C1